N-(2-(4,4-difluorocyclohexyl)-5-oxo-2,5-dihydropyridazin-4-yl)-3-((2-hydroxyethyl)sulfonamido)-5-(6-azaspiro[2.5]octan-6-yl)benzamide FC1(CCC(CC1)N1N=CC(C(=C1)NC(C1=CC(=CC(=C1)N1CCC2(CC2)CC1)NS(=O)(=O)CCO)=O)=O)F